(S)-7-(4-(2-(2-azidoethoxy)ethyl)-3-methylpiperazin-1-yl)-3-(6,8-dimethylimidazo[1,2-a]pyrazin-2-yl)-2H-chromen-2-one N(=[N+]=[N-])CCOCCN1[C@H](CN(CC1)C1=CC=C2C=C(C(OC2=C1)=O)C=1N=C2N(C=C(N=C2C)C)C1)C